C(=C\CCN)/N trans-butene-1,4-diamine